1-(((3S)-1-((3-cyano-1-azetidinyl)sulfonyl)-3-piperidinyl)carbonyl)-N-(2,5-dimethylbenzyl)-D-prolinamide C(#N)C1CN(C1)S(=O)(=O)N1C[C@H](CCC1)C(=O)N1[C@H](CCC1)C(=O)NCC1=C(C=CC(=C1)C)C